2-Amino-4-(4-methylpyridin-3-yl)phenol NC1=C(C=CC(=C1)C=1C=NC=CC1C)O